C1(CCCCC1)C1=CC=C(C=C1)N1C(C2(C3=C1N=C(N=C3)CO)CC2)=O 7'-(4-cyclohexylphenyl)-2'-(hydroxymethyl)spiro[cyclopropane-1,5'-pyrrolo[2,3-d]pyrimidin]-6'(7'H)-one